[1,3]Dioxin-4-one O1COC(C=C1)=O